2-methoxy-6-(1H-pyrrolo[2,3-b]pyridin-3-yl)-5-methyl-3-phenylisoxazole-4-carboxamide CON1OC(=C(C1C1=CC=CC=C1C1=CNC2=NC=CC=C21)C(=O)N)C